NC1=C(C=C(C=N1)NC(C(=O)N1[C@H](CC[C@@H](C1)C)C=1C=NC(=CC1)F)=O)CC N-(6-amino-5-ethyl-3-pyridyl)-2-[(2R,5S)-2-(6-Fluoro-3-pyridyl)-5-methyl-1-piperidyl]-2-oxo-acetamide